C1(CC1)CCN(C1=C2CN(C(C2=CC=C1)=O)C1C(NC(CC1)=O)=O)C1CCC(CC1)NCCOC(F)(F)F 3-{4-[(2-cyclopropylethyl)[(1s,4s)-4-{[2-(trifluoromethoxy)ethyl]amino}cyclohexyl]amino]-1-oxo-3H-isoindol-2-yl}piperidine-2,6-dione